3-(2-(2-(cyclohexylamino)pyrimidin-5-yl)ethynyl)-4-methyl-N-(3-(4-methyl-1H-imidazol-1-yl)-5-(trifluoromethyl)phenyl)benzamide C1(CCCCC1)NC1=NC=C(C=N1)C#CC=1C=C(C(=O)NC2=CC(=CC(=C2)C(F)(F)F)N2C=NC(=C2)C)C=CC1C